ClC=1NC2=CC=C(C=C2C1C=O)S(=O)(=O)N1CCCC1 2-CHLORO-5-(PYRROLIDIN-1-YLSULFONYL)-1H-INDOLE-3-CARBALDEHYDE